O=C(CCC(=O)NCCC)N1C(C2=CC=CC=C2CC1)C1=CC=CC=C1 4-Oxo-4-(1-phenyl-3,4-dihydro-1H-isoquinolin-2-yl)-N-propylbutyric acid amide